C1=CC=CC=2C3=CC=CC=C3C(C12)COC(=O)N([C@H](C(=O)O)[C@@H](C)OC)C (2S,3R)-2-[9H-fluoren-9-ylmethoxycarbonyl(methyl)Amino]-3-methoxybutanoic acid